C=1(C(=CC=C2C=CC=CC12)C=1C(=C2C=CC=CC2=CC1)O)O 2,2'-binaphthyl-1,1'-diol